FN1C2(CC(C3=CC=CC=C13)=O)CCN(CC2)C(=O)NCC2=CC(=C(C=C2)F)C(NCCO)=O fluoro-N-(4-fluoro-3-((2-hydroxyethyl)carbamoyl)benzyl)-4'-oxo-3',4'-dihydro-1'H-spiro[piperidine-4,2'-quinoline]-1-carboxamide